N-(benzenesulfonyl)-2-chloro-6-[3-[(1-ethylcyclopropyl)methoxy]Pyrazol-1-yl]Pyridine-3-carboxamide octyl-4-(2-bromoethoxy)-2-(octyloxy)-6-pentadecylbenzoate C(CCCCCCC)OC(C1=C(C=C(C=C1CCCCCCCCCCCCCCC)OCCBr)OCCCCCCCC)=O.C1(=CC=CC=C1)S(=O)(=O)NC(=O)C=1C(=NC(=CC1)N1N=C(C=C1)OCC1(CC1)CC)Cl